OCC1CC2CN3C1C(C=1NC4=CC=C(C=C4C1CC3=O)OC)C2 racemic-7-(hydroxymethyl)-2-methoxy-5,6,6a,7,8,9,10,13-octahydro-12H-6,9-methanopyrido[1',2':1,2]azepino[4,5-b]indol-12-one